Trimethylene Glycol Monoethyl Ether C(C)OCCCO